N-(5-(2-fluoro-6-methoxyphenyl)-1H-pyrazolo[3,4-c]pyridin-3-yl)-4-(3-oxopiperazin-1-yl)benzamide FC1=C(C(=CC=C1)OC)C=1C=C2C(=CN1)NN=C2NC(C2=CC=C(C=C2)N2CC(NCC2)=O)=O